Tert-butyl 4-(3-((1r,3r)-3-((4-nitrobenzoyl)oxy)cyclobutoxy)propyl)piperazine-1-carboxylate [N+](=O)([O-])C1=CC=C(C(=O)OC2CC(C2)OCCCN2CCN(CC2)C(=O)OC(C)(C)C)C=C1